FC1=CC=C(C=C1)C=1C(=NN2C1N=C(NC2=O)SCC#C)C=2N=CN(C2)COCC[Si](C)(C)C 8-(4-fluorophenyl)-2-(prop-2-yn-1-ylsulfanyl)-7-(1-{[2-(trimethylsilyl)ethoxy]methyl}imidazol-4-yl)-3H-pyrazolo[1,5-a][1,3,5]triazin-4-one